C(CCCCCCC)(=O)O.CC(=O)[C@H](O)[C@@H](O)[C@H](O)[C@H](O)CO.C(CCCCCCC)(=O)O.C(CCCCCCC)(=O)O.CC(=O)[C@H](O)[C@@H](O)[C@H](O)[C@H](O)CO methyl-glucose sesquicaprylate